FC([C@@H]1[C@H](C1)C=1C=2N(NC(C1)=O)C=CC2)F 4-((1S,2S)-2-(difluoromethyl)cyclopropyl)pyrrolo[1,2-b]pyridazin-2(1H)-one